NC1=NN2C(C=C(C=C2)C=2C(=CC(=C(C(=O)O)C2)C)F)=N1 5-(2-amino-[1,2,4]triazolo[1,5-a]pyridin-7-yl)-4-fluoro-2-methylbenzoic acid